C1(CC1)NC1=C(C=CC(=C1)C)[N+](=O)[O-] cyclopropyl-5-methyl-2-nitroaniline